C1(CCC1)N1CCN(CC1)[C@H]1CCCC([C@@H]1NS(=O)(=O)C1=CC=C(C=C1)[N+](=O)[O-])(F)F N-[(1R,6S)-6-(4-cyclobutylpiperazin-1-yl)-2,2-difluorocyclohexyl]-4-nitrobenzenesulfonamide